6-aminospiro[benzopyran-2,4'-piperidine]-1'-carboxylic acid tert-butyl ester C(C)(C)(C)OC(=O)N1CCC2(CC1)OC1=C(C=C2)C=C(C=C1)N